Cl.FC1(CC(CC1)N)F 3,3-difluorocyclopentylamine hydrochloride